ClC=1C(=NC(=NC1)NC1CCOCC1)C1=CC=C2CN(C(C2=C1)=O)[C@@H](C(=O)N[C@H](CO)C1=CC=2N(C=C1)C=CN2)C (2R)-2-(6-{5-chloro-2-[(oxan-4-yl)amino]pyrimidin-4-yl}-1-oxo-2,3-dihydro-1H-isoindol-2-yl)-N-[(1S)-2-hydroxy-1-{imidazo[1,2-a]pyridin-7-yl}ethyl]propanamide